C(C1=CC=CC=C1)OC1=C(C=CC(=C1)C(F)(F)F)C=1C=2N(C(NN1)=S)C=CC2 1-(2-(benzyloxy)-4-(trifluoromethyl)phenyl)pyrrolo[1,2-d][1,2,4]triazine-4(3H)-thione